C(C)(C)(C)C1N(CCN(C1)C=1C(=NC(=CC1)C(NC)=O)C(F)(F)F)C(=O)O tert-butyl-4-[6-(methylcarbamoyl)-2-(trifluoromethyl)-3-pyridinyl]Piperazine-1-carboxylic acid